1-((4,4-difluorocyclohexyl)methyl)-4-methyl-N-(3-sulfamoylphenyl)-3-(trifluoromethyl)-1H-pyrazole-5-carboxamide FC1(CCC(CC1)CN1N=C(C(=C1C(=O)NC1=CC(=CC=C1)S(N)(=O)=O)C)C(F)(F)F)F